(R)-4-((1-(3-(difluoromethyl)-2-fluorophenyl)ethyl)amino)-6-(4-methoxypiperidin-4-yl)quinoline-7-Carboxylic acid methyl ester hydrochloride Cl.COC(=O)C1=C(C=C2C(=CC=NC2=C1)N[C@H](C)C1=C(C(=CC=C1)C(F)F)F)C1(CCNCC1)OC